FC=1C=C(C=CC1)NC(=O)C1=NN2C(N(C3=C(C2=O)CN(C3=O)C(C)C)CC(=O)NC3=NC=C(C=C3)F)=C1 N-(3-fluorophenyl)-4-{2-[(5-fluoropyridin-2-yl)amino]-2-oxoethyl}-5,8-dioxo-6-(propan-2-yl)-5,6,7,8-tetrahydro-4H-pyrazolo[1,5-a]pyrrolo[3,4-d]pyrimidine-2-carboxamide